6-amino-4-chloro-1,3-bis(3-hydroxy-3-methylbutyl)-1,3-dihydro-2H-benzo[d]imidazol-2-one NC=1C=C(C2=C(N(C(N2CCC(C)(O)C)=O)CCC(C)(C)O)C1)Cl